ethyl 2-(2-hydroxy-4-(1-hydroxyethyl)phenyl)acetate OC1=C(C=CC(=C1)C(C)O)CC(=O)OCC